(trimethylene)bisacrylamide cytidine-5'-diphosphate choline OCC[N+](C)(C)C.P([O-])(=O)(OP(=O)([O-])[O-])OC[C@@H]1[C@H]([C@H]([C@@H](O1)N1C(=O)N=C(N)C=C1)O)O.C(C=CCCCC=CC(=O)N)(=O)N.OCC[N+](C)(C)C.OCC[N+](C)(C)C